C(CCCC)O n-pentylalcohol